OC(C)(C)C1=CC=C(C(=O)N)C=C1 4-(2-hydroxyprop-2-yl)benzamide